8-(6-(tert-butyl)-5-fluoropyridin-3-yl)-3-(((methoxymethyl)thio)methyl)-6-oxo-3,4-dihydro-2H,6H-pyrimido[2,1-b][1,3]oxazine-7-carbonitrile C(C)(C)(C)C1=C(C=C(C=N1)C=1N=C2OCC(CN2C(C1C#N)=O)CSCOC)F